N-[(1S)-1-benzhydryl-2-[4-[5-(1-hydroxyethyl)-3-methyl-1H-pyrazol-4-yl]anilino]-2-oxo-ethyl]-2-methyl-pyrazole-3-carboxamide C(C1=CC=CC=C1)(C1=CC=CC=C1)[C@@H](C(=O)NC1=CC=C(C=C1)C=1C(=NNC1C(C)O)C)NC(=O)C=1N(N=CC1)C